N-(7-(hydroxyamino)-7-oxoheptyl)-4-(pyridin-2-yl)-1,2,3,4-tetrahydrocyclopenta[b]indole-2-carboxamide ONC(CCCCCCNC(=O)C1CC2=C(N(C=3C=CC=CC23)C2=NC=CC=C2)C1)=O